3-(Pyridin-3-yl)prop-2-yn-1-ol N1=CC(=CC=C1)C#CCO